1-(3-Hydroxyphenyl)propan OC=1C=C(C=CC1)CCC